ClC=1C=CC=2C(=NC=C(N2)N2CCC3(CC2)[C@@H](C=2C(=NC=CC2)C3)N)N1 (S)-1'-(6-chloropyrido[2,3-b]pyrazin-2-yl)-5,7-dihydrospiro[cyclopenta[b]pyridine-6,4'-piperidine]-5-amine